(3S)-3-methyl-6-(2-naphthyl)-2,3,4,5-tetrahydropyridine C[C@@H]1CN=C(CC1)C1=CC2=CC=CC=C2C=C1